L-serine Sodium Salt [Na+].N[C@@H](CO)C(=O)[O-]